O=C1NC(CC[C@H]1NC(=O)C1CCCC2=CC=CC=C12)=O N-[(3R)-2,6-Dioxopiperidin-3-yl]-1,2,3,4-tetrahydronaphthalene-1-carboxamide